FC(S(=O)(=O)[O-])(F)F.[SH3+] sulfonium trifluoromethansulfonat